(±)-Methyl lysinate N[C@@H](CCCCN)C(=O)OC |r|